P(=O)(OCC(C(CCCC)(F)F)=O)([O-])[O-] 3,3-difluoro-2-oxoheptyl phosphate